5-tetradecyl-1,2,3-oxadiazol-4(5H)-one C(CCCCCCCCCCCCC)C1C(N=NO1)=O